O=C1NC(CCC1N(C(=O)N1CCC2=CC=CC=C12)C)=O N-(2,6-dioxopiperidin-3-yl)-N-methylindoline-1-carboxamide